(S)-8-((3S,5R)-4-acryloyl-3,5-dimethylpiperazin-1-yl)-11-(4-fluorophenyl)-3-morpholino-10-(trifluoromethyl)-3,4-dihydro-[1,4]thiazepino[2,3,4-ij]quinazolin-6(2H)-one C(C=C)(=O)N1[C@H](CN(C[C@H]1C)C1=NC(N2C3=C(C(=C(C=C13)C(F)(F)F)C1=CC=C(C=C1)F)SC[C@H](C2)N2CCOCC2)=O)C